FC(C1=C(N=CN1)C=O)(F)F 5-(trifluoro-methyl)-1H-imidazole-4-carbaldehyde